5-fluoro-N-(3-fluoro-4-(4-dimethylaminopiperidine-1-yl)phenyl)-4-(1-isopropyl-1H-pyrazole-4-yl)pyrimidine-2-amine FC=1C(=NC(=NC1)NC1=CC(=C(C=C1)N1CCC(CC1)N(C)C)F)C=1C=NN(C1)C(C)C